ClC=1C=CC(=C(C1)C1=C2C(=NC(=C1)C)C(=CS2)C(=O)OC)OCCN2C(=NC=1CCC3(CC1C2=O)CCN(CC3)C)C methyl 7-(5-chloro-2-(2-(1,2'-dimethyl-4'-oxo-7',8'-dihydro-4'H-spiro[piperidine-4,6'-quinazolin]-3'(5'H)-yl)ethoxy)phenyl)-5-methylthieno[3,2-b]pyridine-3-carboxylate